(S)-N-(3',4'-dichloro-[1,1'-biphenyl]-4-yl)-2-(dimethylamino)pentanamide ClC=1C=C(C=CC1Cl)C1=CC=C(C=C1)NC([C@H](CCC)N(C)C)=O